C(C)(C)(C)OC(=O)N([C@H](C(=O)N(C)[C@@H](C(=O)O)CC1=CC(=NO1)OC)CC(C)C)C (R)-2-((S)-2-((tert-Butoxycarbonyl)(methyl)amino)-N,4-dimethylvaleramido)-3-(3-methoxyisoxazol-5-yl)propionic acid